7-(((benzyloxy)carbonyl)(methyl)amino)-2-(3-bromophenyl)-2,6,6-trimethylheptanoic acid C(C1=CC=CC=C1)OC(=O)N(CC(CCCC(C(=O)O)(C)C1=CC(=CC=C1)Br)(C)C)C